CC=1N(COC1)C1=CC(=CC=C1)C=1N=C(C2=C(N1)C=C(S2)C=2C=NC=CC2)N2CCOCC2 4-methyl-N-(3-(4-morpholino-6-(pyridin-3-yl)thieno[3,2-d]pyrimidin-2-yl)phenyl)oxazole